11-amino-N-(3-(2-((2,6-dioxopiperidin-3-yl)amino)-2-oxoethyl)-phenyl)undecanamide NCCCCCCCCCCC(=O)NC1=CC(=CC=C1)CC(=O)NC1C(NC(CC1)=O)=O